5,6,7,8-tetrafluoroquinazoline FC1=C2C=NC=NC2=C(C(=C1F)F)F